The molecule is a monocarboxylic acid anion resulting from the removal of a proton from the carboxy group of (R)-dichlorprop. The major species at pH 7.3 It is a conjugate base of a (R)-dichlorprop. It is an enantiomer of a (S)-dichlorprop(1-). C[C@H](C(=O)[O-])OC1=C(C=C(C=C1)Cl)Cl